FC(C=1C=CC=2N(N1)C(=CN2)C2=CC(=NC=N2)N2C[C@H](OCC2)CNS(=O)(=N)C)F N-(((S)-4-(6-(6-(Difluoromethyl)imidazo[1,2-b]pyridazin-3-yl)pyrimidin-4-yl)morpholin-2-yl)methyl)methanesulfonimidamide